tert-Butyl N-[4-[7-fluoro-2-(oxan-2-yl)indazol-4-yl]-2-oxo-1H-benzo[h]quinolin-3-yl]carbamate FC1=CC=C(C2=CN(N=C12)C1OCCCC1)C1=C(C(NC2=C3C(=CC=C12)C=CC=C3)=O)NC(OC(C)(C)C)=O